methyl 2-((tert-butoxycarbonyl) amino)-7-((3'-vinyl-[1,1'-biphenyl]-2-yl) oxy)-1,2,3,4-tetrahydronaphthalene-2-carboxylate C(C)(C)(C)OC(=O)NC1(CC2=CC(=CC=C2CC1)OC1=C(C=CC=C1)C1=CC(=CC=C1)C=C)C(=O)OC